ethyl 1-(2,4,5-trifluorobenzyl)-1H-pyrazole-4-carboxylate FC1=C(CN2N=CC(=C2)C(=O)OCC)C=C(C(=C1)F)F